C1(=CC=CC=C1)N(NC1=C([N+](=O)[O-])C=C([N+](=O)[O-])C=C1[N+](=O)[O-])C1=CC=CC=C1 2,2-Diphenyl-1-picrylhydrazine